5-bromo-2-pyrimidinecarboxylic acid methyl ester COC(=O)C1=NC=C(C=N1)Br